O1C(COC12CCCCC2)C(CC(=O)C2=CC=C(C=C2)C)C 3-(1,4-dioxaspiro[4.5]decan-2-yl)-1-(p-tolyl)butan-1-one